7-bromo-6-fluoro-8-methyl-[1,2,4]triazolo[1,5-a]pyridin-2-amine BrC1=C(C=2N(C=C1F)N=C(N2)N)C